2,6-difluorophenylacetic acid FC1=C(C(=CC=C1)F)CC(=O)O